propenyl-methyl-di-iso-propyl-silane C(=CC)[Si](C(C)C)(C(C)C)C